1-(5-(6-chloro-7-fluoro-3-(1H-imidazol-1-yl)-5-methoxy-1-methyl-1H-indol-2-yl)-1H-1,2,4-triazol-3-yl)-2-methoxy-N,N-dimethylethan-1-amine ClC1=C(C=C2C(=C(N(C2=C1F)C)C1=NC(=NN1)C(COC)N(C)C)N1C=NC=C1)OC